zinc cobalt iron [Fe].[Co].[Zn]